1-undecyl-1-propylpyrrolidinium methanesulfonate CS(=O)(=O)[O-].C(CCCCCCCCCC)[N+]1(CCCC1)CCC